The molecule is an organic cation that is phenothiazin-5-ium substituted by dimethylamino groups at positions 3 and 7. The chloride salt is the histological dye 'methylene blue'. It is a conjugate acid of a 3,7-bis(dimethylamino)phenothiazine. CN(C)C1=CC2=C(C=C1)N=C3C=CC(=[N+](C)C)C=C3S2